O1C(=CC=C1)C1=CN(C=2N=CN=C(C21)C=2C[C@H](CCC2)NC(OC(C)(C)C)=O)C(C2=CC=CC=C2)(C2=CC=CC=C2)C2=CC=CC=C2 (S)-tert-Butyl (3-(5-(furan-2-yl)-7-trityl-7H-pyrrolo[2,3-d]pyrimidin-4-yl)cyclohex-3-en-1-yl)carbamate